monoselenine [Se]1CC=CC=C1